S1C(=NC2=C1C=CC=C2)NC2=C(C1=C(N=N2)N(CCC1)C=1SC(=C(N1)C(=O)[O-])CCCOC1=C(C=C(C=C1)N1CCN(CC1)C)F)C 2-{3-[(1,3-benzothiazol-2-yl)amino]-4-methyl-5H,6H,7H,8H-pyrido[2,3-c]pyridazin-8-yl}-5-{3-[2-fluoro-4-(4-methylpiperazin-1-yl)phenoxy]propyl}-1,3-thiazole-4-carboxylate